NCCOCCOCCOCCNC(C1=CN=C(C=C1)N1CCC(CC1)NC(CC1(CCC1)NC(CN1C(COCC1=O)=O)=O)=O)=O N-(2-(2-(2-(2-aminoethoxy)ethoxy)ethoxy)ethyl)-6-(4-(2-(1-(2-(3,5-dioxomorpholino)acetamido)cyclobutyl)acetamido)piperidin-1-yl)nicotinamide